methyl 4-chlorocarbonyl-2-fluoro-benzoate ClC(=O)C1=CC(=C(C(=O)OC)C=C1)F